ClC=1C=CC=C2C(=CNC12)C([C@H](C1=CC=CC=C1)NCCC1=CC=C(C=C1)OC)=O |r| (S)- and (R)-1-(7-chloro-1H-indol-3-yl)-2-((4-methoxyphenethyl)amino)-2-phenylethan-1-one